ONC(=O)C1N(CCCC1)S(=O)(=O)C1=C(C=C(C=C1C)C)C N-hydroxy-1-(mesitylsulfonyl)piperidine-2-carboxamide